4-(3-methoxyphenyl)sulfonylmorpholin COC=1C=C(C=CC1)S(=O)(=O)N1CCOCC1